Trans-3-(3-(trifluoromethyl)-1H-pyrazol-1-yl)cyclobutan-1-amine hydrochloride Cl.FC(C1=NN(C=C1)[C@@H]1C[C@H](C1)N)(F)F